C1(=CC=CC=C1)N1CC2(CN(C2)CC[C@@H]2OC(C3(C2)CCCCC3)=O)C1 (R)-3-(2-(6-Phenyl-2,6-diazaspiro[3.3]heptan-2-yl)ethyl)-2-oxaspiro[4.5]decan-1-on